6-chloro-4-(isopropylamino)nicotinaldehyde ClC1=NC=C(C=O)C(=C1)NC(C)C